3-(2-(4-fluorophenyl)pyrazolo[1,5-a]pyrimidine-6-carbonyl)-4-hydroxybenzoic acid methyl ester COC(C1=CC(=C(C=C1)O)C(=O)C=1C=NC=2N(C1)N=C(C2)C2=CC=C(C=C2)F)=O